C(CC(CCCC=1OCCN1)C=1OCCN1)C=1OCCN1 2,2',2''-(hexane-1,3,6-triyl)tris(4,5-dihydrooxazole)